ClC(C(=O)C1=CC=CC=C1)Cl α,α-dichloroacetophenone